Aspartyl-Proline N[C@@H](CC(=O)O)C(=O)N1[C@@H](CCC1)C(=O)O